(4-aminoimidazo[1,5-a]pyrido[3,4-e]pyrazin-8-yl)((2R,4aS,9aR)-8-fluoro-2-methyl-7-(trifluoromethoxy)-2,3,9,9a-tetrahydroindeno[2,1-b][1,4]oxazin-4(4aH)-yl)methanone NC=1C=2N(C3=C(N1)C=NC(=C3)C(=O)N3[C@@H]1[C@H](O[C@@H](C3)C)CC=3C(=C(C=CC31)OC(F)(F)F)F)C=NC2